ClC1=C(C=CC(=C1)Cl)C=1N(C(=CC1C#N)C1=C2C(=NC=C1)NC=C2)CCO 2-(2,4-dichlorophenyl)-1-(2-hydroxyethyl)-5-(1H-pyrrolo[2,3-b]pyridin-4-yl)-1H-pyrrole-3-carbonitrile